(R)-N-[1-(2-hydroxycarbamoyl-1-naphthalen-2-ylmethyl-ethyl)-1H-[1,2,3]triazol-4-ylmethyl]-N-methyl-benzamide ONC(=O)C[C@@H](CC1=CC2=CC=CC=C2C=C1)N1N=NC(=C1)CN(C(C1=CC=CC=C1)=O)C